4-(4-tert-Butoxycarbonylpiperazin-1-yl)-2-[[(2,6-dioxo-3-piperidinyl)amino]methyl]-6-methoxy-benzoic acid C(C)(C)(C)OC(=O)N1CCN(CC1)C1=CC(=C(C(=O)O)C(=C1)OC)CNC1C(NC(CC1)=O)=O